(cis)-4-(4-chloro-2-oxo-2,3-dihydro-1H-1,3-benzodiazol-1-yl)-N-(4-methoxyphenyl)cyclohexane-1-carboxamide lithium [Li].ClC1=CC=CC=2N(C(NC21)=O)[C@H]2CC[C@H](CC2)C(=O)NC2=CC=C(C=C2)OC